7-BROMOCINNOLIN-1-IUM-4-OL HYDROCHLORIDE Cl.BrC1=CC=C2C(=CN=[NH+]C2=C1)O